COC=1C(=CC=C2C(CCOC12)=O)O[C@@H](C1=CC=C(C(=O)N)C=C1)C1=CC=NC=C1 (S)-4-(((8-methoxy-4-oxochroman-7-yl)oxy)(pyridin-4-yl)methyl)benzamide